ClC=1N=CC(=NC1)N1C[C@@H]2[C@H](C1)CC(C2)(C)NC=O N-((3aR,5s,6aS)-2-(5-chloropyrazin-2-yl)-5-methyloctahydrocyclopenta[c]pyrrol-5-yl)formamide